N-[2-(1-benzylpiperidin-4-yl)ethyl]-2-(4-chlorophenyl)-7-methylpyrazolo[1,5-a]pyrimidine-6-carboxamide C(C1=CC=CC=C1)N1CCC(CC1)CCNC(=O)C=1C=NC=2N(C1C)N=C(C2)C2=CC=C(C=C2)Cl